C1(CC1)C=1C=CC=2N(C1)C=C(N2)C2C(N(CC2)N=CC2=CC=C(C=C2)OC)=O 3-(6-cyclopropylimidazo[1,2-a]pyridin-2-yl)-1-((4-methoxybenzylidene)amino)pyrrolidin-2-one